C(C)N1N=C(C=C1C1[C@H]2CC(C[C@@H]12)N1CCC2(CS(C2)(=O)=O)CC1)C=1C=NC=C(C1)C(F)(F)F 7-((1R,3s,5S,6r)-6-(1-ethyl-3-(5-(trifluoromethyl)pyridin-3-yl)-1H-pyrazol-5-yl)bicyclo[3.1.0]hexan-3-yl)-2-thia-7-azaspiro[3.5]nonane 2,2-dioxide